BrC1=C(C=2C(=NC=C3C2C2(C(N3C([2H])([2H])[2H])=O)CCNCCC2)N1S(=O)(=O)C1=CC=CC=C1)C=1C=C2C=NN(C2=CC1)C 2'-bromo-6'-(methyl-d3)-1'-(1-methyl-1H-indazol-5-yl)-3'-(phenylsulfonyl)-3',6'-dihydro-7'H-spiro[azepane-4,8'-dipyrrolo[2,3-b:3',2'-d]pyridin]-7'-one